COC1=NC=CC=C1C=1N=C(SC1)NC(=O)C=1C=NC(=CC1)C N-[4-(2-methoxy-3-pyridyl)thiazol-2-yl]-6-methyl-pyridine-3-carboxamide